(+/-)-(trans)-2-(2-hydroxyethyl)cyclopropanecarboxylic acid methyl ester COC(=O)[C@H]1[C@@H](C1)CCO |r|